(trimethylsilyl)ethoxylmethyl chloride C[Si](C)(C)CCOCCl